BrC1=CC(=NC=C1)NC(=O)CCN1C(CN(CC1)C)C(=O)OC Methyl 1-{2-[(4-bromopyridin-2-yl)carbamoyl]ethyl}-4-methylpiperazine-2-carboxylate